Tert-butyl (6-(4-(p-tolylamino)-1H-indol-1-yl)pyridin-3-yl)carbamate C1(=CC=C(C=C1)NC1=C2C=CN(C2=CC=C1)C1=CC=C(C=N1)NC(OC(C)(C)C)=O)C